NC=1C(=C(C=C2C=C(N=CC12)NC(=O)NC1CC(C1)F)C1=C(C2=C(OCCN2)N=C1)C)F 1-(8-Amino-7-fluoro-6-(8-methyl-2,3-dihydro-1H-pyrido[2,3-b][1,4]oxazin-7-yl)isoquinolin-3-yl)-3-(3-fluorocyclobutyl)urea